OC1=NC=CC(=C1)C(=O)NC1CCC(CC1)NC1=CC=CC=2N1C=C(N2)C(F)(F)F 2-hydroxy-N-[(1s,4s)-4-{[2-(trifluoromethyl)imidazo[1,2-a]pyridin-5-yl]amino}cyclohexyl]pyridine-4-carboxamide